4-chloro-2-(diethoxymethyl)-6-[(2E,4E)-5-[(1R,2R,3E,6R)-3-(hydroxyimino)-1,2,6-trimethylcyclohexyl]-3-methylpenta-2,4-dien-1-yl]-5-methoxy-3-methylphenol ClC1=C(C(=C(C(=C1OC)C\C=C(\C=C\[C@@]1([C@H](/C(/CC[C@H]1C)=N/O)C)C)/C)O)C(OCC)OCC)C